BrC1=C(C=CC=C1)/C(=C\Br)/Br (E)-1-bromo-2-(1,2-dibromovinyl)benzene